CSC=1N(CCCN1)C(=O)OC(C)(C)C tert-butyl 2-(methylthio)-5,6-dihydropyrimidine-1(4H)-carboxylate